C(C)(C)(C)OC(=O)N1CCC12CN(C2)C=2C=CC=1N=CN=C(C1N2)NC2=CC(=C(C=C2)Cl)Cl.C[Si](OC2=CC=CC=C2)(OC2=CC=CC=C2)C(C2=CC=CC=C2)O methyl-(hydroxybenzyl)diphenoxysilane tert-butyl-6-[4-(3,4-dichloroanilino)pyrido[3,2-d]pyrimidin-6-yl]-1,6-diazaspiro[3.3]heptane-1-carboxylate